4-(((S)-1-(3-(difluoro((S)-tetrahydrofuran-2-yl)methyl)-2-fluorophenyl)ethyl)amino)-2-methyl-6-(tetrahydro-2H-pyran-4-yl)-2,6-dihydropyrido[3,4-d]pyridazine-1,7-dione FC(C=1C(=C(C=CC1)[C@H](C)NC1=NN(C(C=2C1=CN(C(C2)=O)C2CCOCC2)=O)C)F)([C@H]2OCCC2)F